NC1=NC=2C=C(C(=CC2C2=C1COC2)C(=O)N(CC2=NC=C(C=C2)C(F)(F)F)CC)F 4-amino-N-ethyl-7-fluoro-N-((5-(trifluoromethyl)-2-pyridinyl)methyl)-1,3-dihydrofuro[3,4-c]quinoline-8-carboxamide